thiol-on S1(C=CC=C1)=O